C(C)S(=O)(=O)C1=CC(=C(NC2=NNC3=CC(=CC=C23)[C@@H]2C[C@@]23C(NC2=CC=C(C=C32)OC)=O)C=C1)OC (1R,2S)-2-{3-[4-(Ethanesulfonyl)-2-methoxyanilino]-1H-indazol-6-yl}-5'-methoxyspiro[cyclopropane-1,3'-indol]-2'(1'H)-one